((1R)-1-(3-(benzamidomethyl)-5-benzyl-4,5-dihydroisoxazole-5-carboxamido)-2-phenylethyl)boronic acid C(C1=CC=CC=C1)(=O)NCC1=NOC(C1)(C(=O)N[C@@H](CC1=CC=CC=C1)B(O)O)CC1=CC=CC=C1